trimethyl-(trifluoro-methyl)silane C[Si](C(F)(F)F)(C)C